[2-Chloro-5-(3-chloro-2-pyridyl)-4-fluoro-phenyl]-methanol ClC1=C(C=C(C(=C1)F)C1=NC=CC=C1Cl)CO